(Z)-16-methyloxacyclohexadec-10-en-2-one CC1CCCC\C=C/CCCCCCCC(O1)=O